C(C)OC(=O)C1CC(=CCC1)C=1N=NC(=CC1)NC(CC1=CC(=CC=C1)OC(F)(F)F)=O 3-(6-(2-(3-(trifluoromethoxy)phenyl)acetamido)pyridazin-3-yl)cyclohex-3-enecarboxylic acid ethyl ester